(E)-N-(2'-morpholino-[4,4'-bipyridin]-2-yl)-3-(m-tolyl)acrylamide O1CCN(CC1)C1=NC=CC(=C1)C1=CC(=NC=C1)NC(\C=C\C=1C=C(C=CC1)C)=O